ClC1=C(C=CC(=C1)F)C#CC1CCN(CC1)C(=O)N1C[C@@H]2[C@@H](OCC(N2)=O)CC1 (+)-(4aR,8aS)-6-[4-[2-(2-Chloro-4-fluorophenyl)ethynyl]piperidine-1-carbonyl]-4,4a,5,7,8,8a-hexahydropyrido[4,3-b][1,4]oxazin-3-one